ClC=1C=C(C=C2C(=NC=NC12)C)C=1C(=NC(=NC1)NC(=O)C1CC1)C=1OC=CC1 N-(5-(8-chloro-4-methylquinazolin-6-yl)-4-(furan-2-yl)pyrimidin-2-yl)cyclopropylcarboxamide